dibenzofuran methacrylate C(C(=C)C)(=O)O.C1=CC=CC=2OC3=C(C21)C=CC=C3